C(C)(C)(C)C=1C=CC2=C(C3=C4C(=COC3=C3C2=CC(C=C3)=O)C=CC=C4)C1 2-tert-butyl-6H-tribenzo[c,f,H]chromen-6-one